F[B-](F)(F)F.S1C(=NC2=C1C=CC=C2)C2=CC=[N+](C=C2)CCCCCCCCCC 4-(benzo[d]thiazol-2-yl)-1-decylpyridin-1-ium tetrafluoroborate